FC1=C(C=C(C=C1)F)C1=C(C(=NC=C1)C1C(CCCC1)F)N 4-(2,5-difluorophenyl)-2-(2-fluorocyclohexyl)pyridin-3-amine